3-chloro-5-isopropyl-8-((2R,3S)-2-methyl-3-(methylsulfonyl)azetidin-1-yl)Isoquinoline ClC=1N=CC2=C(C=CC(=C2C1)C(C)C)N1[C@@H]([C@H](C1)S(=O)(=O)C)C